ClC=1C=C(C=CC1Cl)N1N=C(CC1)NC(=O)C=1C(=NC(=NC1)OCCOCCOCCNC(OC(C)(C)C)=O)C tert-butyl (2-(2-(2-((5-((1-(3,4-dichlorophenyl)-4,5-dihydro-1H-pyrazol-3-yl)carbamoyl)-4-methylpyrimidin-2-yl)oxy)ethoxy)ethoxy)ethyl)carbamate